3-{[(3R,5R)-1-[1-(2,2-difluoroethyl)pyrazolo[3,4-b]pyrazin-6-yl]-5-methylpiperidin-3-yl]methoxy}-2-(trifluoromethyl)pyridine FC(CN1N=CC=2C1=NC(=CN2)N2C[C@@H](C[C@H](C2)C)COC=2C(=NC=CC2)C(F)(F)F)F